ClC1=CC2=C(S1)[C@@]1(C[C@@H](N(CC1)CC=1C=NNC1)C)OC[C@@]2(O)C(F)F (2'S,4R,7R)-2-chloro-4-(difluoromethyl)-2'-methyl-1'-(1H-pyrazol-4-ylmethyl)spiro[5H-thieno[2,3-c]pyran-7,4'-piperidine]-4-ol